5-cyclohexyl-bicyclo[2.2.1]-hept-2-ene C1(CCCCC1)C1C2C=CC(C1)C2